o-methoxydiacetyl-aniline COC1=C(N(C(C)=O)C(C)=O)C=CC=C1